C1(=CC=CC=C1)C1N(CC=2C=NC=CC21)C#N phenyl-1,3-dihydro-2H-pyrrolo[3,4-c]pyridine-2-carbonitrile